8-(2-((tert-butyldimethylsilyl)oxy)ethyl)-6-fluoroisoquinoline-5-carbaldehyde [Si](C)(C)(C(C)(C)C)OCCC1=CC(=C(C=2C=CN=CC12)C=O)F